5-methylisonicotinic acid hydrochloride Cl.CC1=CN=CC=C1C(=O)O